N1C=NC=2C=NC=3C=CC=CC3C21 IMIDAZO[4,5-C]QUINOLIN